C(C)(C)(C)OC(=O)N1C(CN(C(C1)C)C1=NC(=NC2=C(C(=C(C=C12)C(F)(F)F)Br)F)OC[C@H]1N(CCC1)C)C 4-(7-bromo-8-fluoro-2-(((S)-1-methylpyrrolidin-2-yl)methoxy)-6-(trifluoromethyl)quinazolin-4-yl)-2,5-dimethylpiperazine-1-carboxylic acid tert-butyl ester